3-methyl-5-(N-(4-fluorobenzyl)-N-phenethylsulfamoyl)benzofuran-2-carboxylic acid CC1=C(OC2=C1C=C(C=C2)S(N(CCC2=CC=CC=C2)CC2=CC=C(C=C2)F)(=O)=O)C(=O)O